N,N-dimethyl-morpholinylurea hexafluorophosphate F[P-](F)(F)(F)(F)F.CN(C(=O)NN1CCOCC1)C